tert-butyl 4-((4-amino-3-(methoxycarbonyl)phenyl)(methyl)amino)-piperidine-1-carboxylate NC1=C(C=C(C=C1)N(C1CCN(CC1)C(=O)OC(C)(C)C)C)C(=O)OC